6-(7-(tert-butyl)naphthalen-1-yl)pyrazolo[1,5-a]pyrimidine-3-carbonitrile C(C)(C)(C)C1=CC=C2C=CC=C(C2=C1)C=1C=NC=2N(C1)N=CC2C#N